C(C)(C)(C)OC(=O)N(CC(=O)OC(C)(C)C)CCCNC(C1=CC=C(C=C1)C=1C=C2C(=CC=NC2=CC1)C(NCC(=O)OC)=O)=O tert-Butyl 2-(tert-butoxycarbonyl(3-(4-(4-(2-methoxy-2-oxoethylcarbamoyl)quinolin-6-yl)benzamido)propyl)amino)acetate